C1(=CC=C(C=C1)C1=CC(=NN1)C(F)(F)F)C 5-(p-tolyl)-3-(trifluoromethyl)-1H-pyrazol